C(=C)P(O)(=O)C=C bis(vinyl)phosphinic acid